CCCCCCCC/C=C\\CCCCCCCC(=O)OC[C@H](COP(=O)(O)OP(=O)(O)OC[C@@H]1[C@H]([C@H]([C@@H](O1)N2C=CC(=NC2=O)N)O)O)OC(=O)CCCCCCC/C=C\\CCCCCCCC The molecule is a CDP-diacylglycerol in which both phosphatidyl acyl groups are specified as oleoyl. It derives from an oleic acid. It is a conjugate acid of a CDP-1,2-dioleoyl-sn-glycerol(2-).